C(C)(C)(C)OC(=O)N1C(CC=CC1)C1=CC2=C(N(C(N2C)=O)C2C(NC(CC2)=O)=O)C=C1 [1-(2,6-Dioxopiperidin-3-yl)-3-methyl-2-oxo-1,3-benzodiazol-5-yl]-3,6-dihydro-2H-pyridine-1-carboxylic acid tert-butyl ester